di(cresyl)phenol C1(=CC=C(C=C1)C)C=1C(=C(C=CC1)O)C1=CC=C(C=C1)C